C1(CCC1)CNC=1C2=C(N=C(N1)NC1=CC=C(C=3OCCOC31)C(=O)N3CCOCC3)NC=C2C#N 4-((cyclobutylmethyl)amino)-2-((8-(morpholine-4-carbonyl)-2,3-dihydrobenzo[b][1,4]dioxin-5-yl)amino)-7H-pyrrolo[2,3-d]pyrimidine-5-carbonitrile